2-(trifluoromethyl)-5-(3-(trifluoromethyl)phenyl)-N-(3-(3,3-difluoro-2-methylallyl)-1,2,4-Thiadiazol-5-yl)furan-3-carboxamide FC(C=1OC(=CC1C(=O)NC1=NC(=NS1)CC(=C(F)F)C)C1=CC(=CC=C1)C(F)(F)F)(F)F